tert-butyl 4-((diethoxyphosphoryl)oxy)-3-(hydroxymethyl)-5-methoxybenzoate C(C)OP(=O)(OCC)OC1=C(C=C(C(=O)OC(C)(C)C)C=C1OC)CO